NC[C@@]1([C@@H]2CCN(C[C@H]12)C1=CN=C2C(=N1)NN=C2C2=C1CC(NC1=CC=C2)=O)C2=C(C=CC=C2)F 4-(6-((1S,6R,7R)-7-(aminomethyl)-7-(2-fluorophenyl)-3-azabicyclo[4.1.0]heptan-3-yl)-1H-pyrazolo[3,4-b]pyrazin-3-yl)indolin-2-one